4-[(9aS)-2,3,4,6,7,8,9,9a-octahydro-1H-pyrido[1,2-a]pyrazin-7-yl]-1,4-thiazinane 1,1-dioxide C1[C@H]2N(CCN1)CC(CC2)N2CCS(CC2)(=O)=O